C(C)(CC)N1N=CC=2N=C(N=C(C21)N[C@@H](C=2C=NC1=CC=CC=C1C2)C2CC2)C2CCN(CC2)C(=O)N 4-{1-sec-butyl-7-[((R)-cyclopropyl-quinolin-3-yl-methyl)-amino]-1H-pyrazolo[4,3-d]pyrimidin-5-yl}-piperidine-1-carboxylic acid amide